(R)-6-(2-(4'-chloro-3'-(trifluoromethoxy)-[1,1'-biphenyl]-3-yl)-2-hydroxyacetyl)-2-(1-phenylcyclopropyl)-5,6,7,8-tetrahydropyrido[4,3-d]pyrimidin-4(3H)-one ClC1=C(C=C(C=C1)C1=CC(=CC=C1)[C@H](C(=O)N1CC2=C(N=C(NC2=O)C2(CC2)C2=CC=CC=C2)CC1)O)OC(F)(F)F